ClC=1C(N(C=C(C1C)C=1NC2=CC=C(C=C2C1C(C)C)C1CCN(CC1)CCS(=O)(=O)C)C)=O 3-chloro-5-(3-isopropyl-5-(1-(2-(methylsulfonyl)ethyl)piperidin-4-yl)-1H-indol-2-yl)-1,4-dimethylpyridin-2(1H)-one